C(CCCCCCC\C=C/CCCCCCCC)(=O)O.OCC(O)CO glycerin monooleate